N1(CCC1)CC1(CC1)NC(C(C)(C)C1=CC(=CC=C1)C#N)=O N-(1-(azetidin-1-ylmethyl)cyclopropyl)-2-(3-cyanophenyl)-2-methylpropanamide